C(#N)C=1C=C(CN2CC=3C(NC=4N=CC=CC4C3CC2)=O)C=CC1 3-(3-cyanobenzyl)-2,3,4,6-tetrahydropyrido[3,4-c][1,8]naphthyridin-5(1H)-one